OC(CCNC(=O)C=1C=NC2=CC=C(N=C2C1NC(C)C)C=1C=NNC1)(C)C N-(3-hydroxy-3-methylbutyl)-4-(isopropylamino)-6-(1H-pyrazol-4-yl)-1,5-naphthyridine-3-carboxamide